C(CCC)[Sn]CCCC Di-butyl-tin